tert-butyl (E)-4-(3-(1-(3-(2-cyanovinyl)cyclobutyl)-1H-pyrazol-4-yl)quinoxalin-6-yl)piperazine-1-carboxylate C(#N)/C=C/C1CC(C1)N1N=CC(=C1)C=1C=NC2=CC=C(C=C2N1)N1CCN(CC1)C(=O)OC(C)(C)C